FC=1C(=CC(=C(C1)C1(CCC1)O)OCOC)OCOC 1-(5-fluoro-2,4-bis(methoxymethoxy)phenyl)cyclobutan-1-ol